C(CCC)OC([O-])(OCCCC)OCCCC.[Ti+4].ONCC1=CC=C(NC2=CC=C(C=C2)N2CCCCC2)C=C1.C(CCC)OC([O-])(OCCCC)OCCCC.C(CCC)OC([O-])(OCCCC)OCCCC.C(CCC)OC([O-])(OCCCC)OCCCC 4-((hydroxyamino)methyl)-N-(4-(piperidin-1-yl)phenyl)aniline Titanium tri-n-butoxymethoxide